bis(p-carboxyphenoxy)methan C(=O)(O)C1=CC=C(OCOC2=CC=C(C=C2)C(=O)O)C=C1